C(C)(C)(C)OC1C2C=CC(C1)C2 5-(tert-butoxy)-bicyclo[2.2.1]Hept-2-ene